5-{2-[2-(1-piperidinyl)acetyl]-6-[(3R)-3-methyl-1,2,3,4-tetrahydroisoquinoline-2-carbonyl]-2,3-dihydro-1H-isoindol-5-yl}-N-(4-hydroxyphenyl)-N,1,2-trimethyl-1H-pyrrole-3-carboxamide N1(CCCCC1)CC(=O)N1CC2=CC(=C(C=C2C1)C1=CC(=C(N1C)C)C(=O)N(C)C1=CC=C(C=C1)O)C(=O)N1CC2=CC=CC=C2C[C@H]1C